cyclopentan-1-ol trifluoroacetate FC(C(=O)O)(F)F.C1(CCCC1)O